6-(2-bromo-2-methylpropionamido)hexanoic acid BrC(C(=O)NCCCCCC(=O)O)(C)C